8-(bromomethyl)-7-fluoro-2,2-dimethyl-2,6-dihydroimidazo[1,2-c]quinazolin-5(3H)-one BrCC=1C=CC=2C=3N(C(NC2C1F)=O)CC(N3)(C)C